ClC1=C(C(=O)NCC(N2CCC(CC2)OC=2C=3N(C=CN2)C(=NN3)C)C3=C(N=CS3)C(F)F)C(=CC=C1)F 2-Chloro-N-{2-[4-(difluoromethyl)-1,3-thiazol-5-yl]-2-[4-({3-methyl-[1,2,4]triazolo[4,3-a]pyrazin-8-yl}oxy)piperidin-1-yl]ethyl}-6-fluorobenzamid